COC=1C=C(C=CC1OC)N\N=C(/C=O)\C (2Z)-2-[(3,4-Dimethoxyphenyl)hydrazono]propanal